(+/-)-4-(4-{[2-(1,5-dimethyl-1H-pyrazol-4-yl)pyrrolidin-1-yl]methyl}phenoxy)benzamide CN1N=CC(=C1C)[C@@H]1N(CCC1)CC1=CC=C(OC2=CC=C(C(=O)N)C=C2)C=C1 |r|